N-(2-Furfurylideneacetyl)glycine methyl ester COC(=O)CNC(=O)C=CC1=CC=CO1